3-ethyl-1,3-Pentadiene C(C)C(C=C)=CC